1-((3-(5-(3-cyanophenyl)-4,5-dihydro-1H-pyrazole-1-carbonyl)bicyclo[1.1.1]-pentan-1-yl)methyl)-1H-pyrazole-4-carbonitrile C(#N)C=1C=C(C=CC1)C1CC=NN1C(=O)C12CC(C1)(C2)CN2N=CC(=C2)C#N